iodine (iodol) [IH]1C=CC=C1.[I]